BrC1=CC(=NC=C1)CN1CC=C(C(=C1)OC)C1=C(C=CC(=C1)Cl)C(F)F 1-((4-bromopyridin-2-yl)methyl)-4-(5-chloro-2-(difluoromethyl)phenyl)-5-methoxypyridin